4-fluorobenzaldehyde O-(2-(1H-indol-1-yl)acetyl) oxime N1(C=CC2=CC=CC=C12)CC(=O)ON=CC1=CC=C(C=C1)F